ClC1=C(C=CC=C1)C=1C(=C2N(N1)CCC2)C=2C=CC=1N(C2)N=CN1 6-(2-(2-Chlorophenyl)-5,6-dihydro-4H-pyrrolo[1,2-b]pyrazol-3-yl)-[1,2,4]triazolo[1,5-a]pyridine